endo-4-((6-chloropyridin-3-yl)methyl)-2-(3-(pyridazin-4-yl)-1H-pyrazol-5-yl)-2-azabicyclo[3.1.0]hexan-3-one ClC1=CC=C(C=N1)CC1C(N(C2CC12)C1=CC(=NN1)C1=CN=NC=C1)=O